F[C@@H](C(=O)N)C (R)-fluoro-propionamide